COC1=C(C=C(C=C1[N+](=O)[O-])CCNC)C1=NN(C=C1)C 2-(4-methoxy-3-(1-methyl-1H-pyrazol-3-yl)-5-nitrophenyl)-N-methylethane-1-amine